ClC[C@@H]1CO1 (S)-2-(chloromethyl) ethylene oxide